OC(CCNC1=NC(=NC=C1C(F)(F)F)NC=1C=C2CCN(CC2=CC1)C(C)=O)(C)C 1-(6-((4-((3-hydroxy-3-methylbutyl)amino)-5-(trifluoromethyl)pyrimidin-2-yl)amino)-3,4-dihydroisoquinolin-2(1H)-yl)ethan-1-one